2-(((tert-butoxycarbonyl)-L-valyl)oxy)ethyl 5-bromo-2-(4-methoxybenzyl)-2H-1,2,3-triazole-4-carboxylate BrC=1C(=NN(N1)CC1=CC=C(C=C1)OC)C(=O)OCCOC([C@@H](NC(=O)OC(C)(C)C)C(C)C)=O